FC=1C(=NC(=NC1)N[C@H]1[C@@H](COCC1)O)C=1C=C2C(=C(C=NC2=CC1)[C@H](C)N1C[C@@H](CC1)F)C(C)C (3S,4R)-4-((5-fluoro-4-(3-((S)-1-((R)-3-fluoropyrrolidin-1-yl)ethyl)-4-isopropylquinolin-6-yl)pyrimidin-2-yl)amino)tetrahydro-2H-pyran-3-ol